Azetidin-3-yl((1S,5R)-8-(4-(trifluoromethyl)phenyl)-1,3,4,5-tetrahydro-2H-1,5-methanobenzo[c]azepin-2-yl)methanone N1CC(C1)C(=O)N1[C@@H]2C3=C([C@H](CC1)C2)C=CC(=C3)C3=CC=C(C=C3)C(F)(F)F